NC1=NC(N(N=C1)[C@@H]1O[C@@H]([C@H]([C@H]1O[Si](C)(C)C(C)(C)C)O[Si](C)(C)C(C)(C)C)CO[Si](C)(C)C(C)(C)C)=O 5-AMINO-2-((2R,3R,4R,5R)-3,4-BIS((TERT-BUTYL-DIMETHYLSILYL)OXY)-5-(((TERT-BUTYLDIMETHYLSILYL)OXY)-METHYL)TETRAHYDROFURAN-2-YL)-1,2,4-TRIAZIN-3(2H)-ONE